NC1=NC(=C(C=2C1=NN(C2)CC2=NC=CC=C2F)Br)C2=C(C#N)C=CC=C2 (7-amino-4-bromo-2-((3-fluoropyridin-2-yl)methyl)-2H-pyrazolo[3,4-c]pyridin-5-yl)benzonitrile